FC(C)(F)C1=CC(=CC(=N1)C1=NC(=NC(=N1)NC(C)C)NC1=CC(=CC=C1)S(=O)(=O)C)F (6-(1,1-difluoroethyl)-4-fluoropyridin-2-yl)-N2-isopropyl-N4-(3-(methylsulfonyl)phenyl)-1,3,5-triazine-2,4-diamine